4-(6-((4-(trifluoromethyl)phenyl)amino)-1,2,3,4-tetrahydroisoquinoline-2-carbonyl)thiazole FC(C1=CC=C(C=C1)NC=1C=C2CCN(CC2=CC1)C(=O)C=1N=CSC1)(F)F